BrC=1C=C(C(=O)O)C=C(C1OC(=O)OC(C)(C)C)Br 3,5-dibromo-4-((tert-butoxycarbonyl)oxy)benzoic acid